4-(3-Bromopropylsulfanyl)-2-(2,6-dioxopiperidin-3-yl)isoindoline-1,3-dione BrCCCSC1=C2C(N(C(C2=CC=C1)=O)C1C(NC(CC1)=O)=O)=O